bis(trifluoromethylsulfonyl)amine lithium salt [Li].FC(S(=O)(=O)NS(=O)(=O)C(F)(F)F)(F)F